C(C)(C)(C)OC(NC12CC(C1)(C2)C(C)(C)O)=O (3-(2-hydroxypropan-2-yl)bicyclo[1.1.1]Pent-1-yl)carbamic acid tert-butyl ester